ClC1=C(C=CC=C1)CC(=O)NC1=CCN(C=C1)C1(CC1)C#N 4-[[2-(2-Chlorophenyl)acetyl]amino]-N-(1-cyanocyclopropyl)pyridin